C(C1=CC=CC=C1)[C@H]1N(CCC1(F)F)C1=CC(=CC(N1)=O)N1CCOCC1 (R)-6-(2-benzyl-3,3-difluoropyrrolidin-1-yl)-4-morpholinopyridin-2(1H)-one